1-[2-[4-acetamido-N-(3-thienylmethyl)anilino]-2-oxo-ethyl]-5-chloro-benzimidazole-2-carboxamide C(C)(=O)NC1=CC=C(N(CC2=CSC=C2)C(CN2C(=NC3=C2C=CC(=C3)Cl)C(=O)N)=O)C=C1